OCC=1C=C(C=NC1)C1=NN(C=C1NC(=O)C=1N=C(OC1)C1=CC(=NC=C1)N(C(OC(C)(C)C)=O)CC(F)(F)F)C 2-Tert-butyl N-[4-[4-[[3-[5-(hydroxymethyl)-3-pyridyl]-1-methyl-pyrazol-4-yl]carbamoyl] oxazol-2-yl]-2-pyridyl]-N-(2,2,2-trifluoroethyl)carbamate